COC1=CC=C(C=C1)C1=NC2=C(N1)C=CC(=C2)N2C(C1=CC=CC=C1C2)=O 2-(2-(4-methoxyphenyl)-1H-benzimidazol-5-yl)isoindolin-1-one